2-(4-aminophenyl)-3-phenylquinoxalin-6-amine NC1=CC=C(C=C1)C1=NC2=CC=C(C=C2N=C1C1=CC=CC=C1)N